BrC1=C(OC2CCN(CC2)C(=O)OC(C)(C)C)C=CC=C1 tert-Butyl 4-(2-bromophenoxy)piperidine-1-carboxylate